C(#N)[C@H](C[C@H]1C(NCC1)=O)NC([C@H](CC(C)(C)C)NC(=O)C=1NC2=C(C=CC(=C2C1C(F)(F)F)OC)C(F)(F)F)=O N-[(2S)-1-({(1S)-1-cyano-2-[(3S)-2-oxopyrrolidin-3-yl]ethyl}amino)-4,4-dimethyl-1-oxopentan-2-yl]-4-methoxy-3,7-bis(trifluoromethyl)-1H-indole-2-carboxamide